2-(4'-ethoxy-[1,1'-biphenyl]-4-yl)-6-fluoroquinoline-4-carboxylic acid C(C)OC1=CC=C(C=C1)C1=CC=C(C=C1)C1=NC2=CC=C(C=C2C(=C1)C(=O)O)F